FC=1C=C(C#N)C=C(C1)OC1=CC=C2C=3[C@]([C@@H]([C@@H](C13)F)F)(C(C2(F)F)(F)F)O 3-fluoro-5-(((1R,2S,2aS)-1,2,3,3,4,4-hexafluoro-2a-hydroxy-2,2a,3,4-tetrahydro-1H-cyclopenta[cd]inden-7-yl)oxy)-benzonitrile